S1C=NC2=C1C=CC(=C2)NC2=CC=NC1=CC=C(C=C21)C2=C(C=C(C=C2)C(=O)N2C[C@@H](N[C@@H](C2)C)C)F (4-(4-(benzo[d]thiazol-5-ylamino)quinolin-6-yl)-3-fluorophenyl)((3S,5R)-3,5-dimethylpiperazin-1-yl)methanone